N-(2-(4-Acetyl-3-amino-2,6-dimethoxyphenoxy)ethyl)methacrylamid C(C)(=O)C1=C(C(=C(OCCNC(C(=C)C)=O)C(=C1)OC)OC)N